C(C)(=O)OCC1C(C(C(C(O1)OC(C)=O)OC(C)=O)OC(C)=O)OC(C)=O 6-(Acetyloxymethyl)-tetrahydro-2,3,4,5-tetraacetoxy-pyran